4-(3-Cyano-6-(1-methyl-1H-pyrazol-4-yl)pyrazolo[1,5-a]pyridin-4-yl)cyclohexane C(#N)C=1C=NN2C1C(=CC(=C2)C=2C=NN(C2)C)C2CCCCC2